CC=1C(=NOC1C)N(S(=O)(=O)C1=C(C=CC=C1)C1=C2COCC2=C(C=C1)COC1OCCCC1)COC N-(4,5-dimethylisoxazol-3-yl)-N-(methoxymethyl)-2-(7-(((tetrahydro-2H-pyran-2-yl)oxy)methyl)-1,3-Dihydroisobenzofuran-4-yl)benzenesulfonamide